FC(C(CN1C(N[C@@H](C1)C(F)(F)F)=O)=O)F (S)-3,3-difluoro-1-((S)-2-oxo-4-(trifluoromethyl)imidazolidin-1-yl)propan-one